ClC1=C(C=C(C#N)C=C1)C=1NC2=CC(=C(C(=C2C(C1)=O)F)N1C[C@H](CC1)N(C)C)F (S)-4-chloro-3-(6-(3-(dimethylamino)pyrrolidin-1-yl)-5,7-difluoro-4-oxo-1,4-dihydroquinolin-2-yl)benzonitrile